5-(((2-hydroxyethyl)amino)methyl)-N-(3'-(3-(4-hydroxypiperidin-1-yl)propoxy)-2,2'-dimethyl-[1,1'-biphenyl]-3-yl)picolinamide OCCNCC=1C=CC(=NC1)C(=O)NC=1C(=C(C=CC1)C1=C(C(=CC=C1)OCCCN1CCC(CC1)O)C)C